C(#N)C[C@@H]1N(CCN(C1)C1=NC(=NC(=C1)C(NC1=CC(=CC2=CC=CC=C12)OC)=O)NCCN(C)C)C(=O)OCC1=CC=CC=C1 benzyl (2S)-2-(cyanomethyl)-4-[2-[2-(dimethylamino)ethylamino]-6-[(3-methoxy-1-naphthyl)carbamoyl]pyrimidin-4-yl]piperazine-1-carboxylate